tert-butyl 3-[7-chloro-8-fluoro-2-(methylsulfanyl) pyrido[4,3-d]pyrimidin-4-yl]-8-azabicyclo[3.2.1]oct-2-ene-8-carboxylate ClC1=C(C=2N=C(N=C(C2C=N1)C1=CC2CCC(C1)N2C(=O)OC(C)(C)C)SC)F